3,3-bis(2-chlorophenyl)propionitrile ClC1=C(C=CC=C1)C(CC#N)C1=C(C=CC=C1)Cl